1-methyl-3-methyl-imidazolium ethylsulfat Benzyl-3-(4-(benzyloxy)-4-oxobutyl)-2-naphthoate C(C1=CC=CC=C1)OC(=O)C1=CC2=CC=CC=C2C=C1CCCC(=O)OCC1=CC=CC=C1.C(C)OS(=O)(=O)[O-].CN1C=[N+](C=C1)C